FC1(CCC(CC1)[C@H](NC(=O)C1=NON=C1C)C=1N=C2N(N=CC(=C2)[C@H](C)NC(CCC(F)(F)F)=O)C1)F |o1:25| N-((S)-(4,4-Difluorocyclohexyl)(7-((S*)-1-(4,4,4-trifluorobutanamido)ethyl)imidazo[1,2-b]pyridazin-2-yl)methyl)-4-methyl-1,2,5-oxadiazole-3-carboxamide